(S)-2-(1-Hydroxycyclobutyl)-N-(1-(3-(2,2,2-trifluoroethoxy)phenyl)ethyl)acetamide OC1(CCC1)CC(=O)N[C@@H](C)C1=CC(=CC=C1)OCC(F)(F)F